(Z)-2-(dihydrofuran-3(2H)-ylidene)acetic acid ethyl ester C(C)OC(\C=C\1/COCC1)=O